ClC1=CC=C(CC2C(CCC2)=O)C=C1 2-(4-chlorobenzyl)-1-cyclopentanone